C(C)OC(=O)C1=NC=2C(=NC=CC2Br)N1C 7-Bromo-3-methyl-3H-imidazo[4,5-b]pyridine-2-carboxylic acid ethyl ester